BrC1=NN(C(=C1I)C)C 3-Bromo-4-iodo-1,5-dimethyl-1H-pyrazole